Cl.NCCCN(CC(=O)N[C@H](C(=O)N1[C@@H](C[C@H](C1)O)C(=O)N[C@@H](C)C1=CC=C(C=C1)C1=C(N=CS1)C)C(C)(C)C)C (2S,4R)-1-((S)-2-(2-((3-aminopropyl)(methyl)amino)acetamido)-3,3-dimethylbutanoyl)-4-hydroxy-N-((S)-1-(4-(4-methylthiazol-5-yl)phenyl)ethyl)pyrrolidine-2-carboxamide hydrochloride